5-((1H-pyrazol-1-yl)methyl)-N-((5-fluoro-2,4-dimethoxyphenyl)sulfonyl)-6-methoxypicolinamide N1(N=CC=C1)CC=1C=CC(=NC1OC)C(=O)NS(=O)(=O)C1=C(C=C(C(=C1)F)OC)OC